COC1=CC=C(C=N1)CN1C(=NC2=C1C=CC=C2)C2=NON=C2C 3-[1-[(6-methoxypyridin-3-yl)methyl]benzimidazol-2-yl]-4-methyl-1,2,5-oxadiazole